1-bromo-3-((cis)-4-(4-methylpiperazin-1-yl)cyclohexyl)imidazo[1,5-a]Pyrazine-8-amine BrC=1N=C(N2C1C(=NC=C2)N)[C@@H]2CC[C@@H](CC2)N2CCN(CC2)C